C(C)(=O)OC1=C(OC=2C=C3C=CNC3=CC2)C=CC=C1 5-(2-acetoxyphenoxy)-1H-indole